N-(3,5-dimethylphenyl)-3-(4-hydroxyphenyl)propionamide tert-butyl-5-(bromomethyl)-1H-pyrazole-1-carboxylate C(C)(C)(C)OC(=O)N1N=CC=C1CBr.CC=1C=C(C=C(C1)C)NC(CCC1=CC=C(C=C1)O)=O